N-Methyl-2-((1S,4S)-5-phenyl-2,5-diazabicyclo[2.2.1]heptan-2-yl)isonicotinamide CNC(C1=CC(=NC=C1)N1[C@@H]2CN([C@H](C1)C2)C2=CC=CC=C2)=O